C(C)C1=C(C=CC=C1)CC ortho-bis-ethylbenzene